[Cl-].NCCC[N+](C)(C)CCCN bis(3-aminopropyl)dimethylammonium chloride